BrC/C=C/C(=O)NC=1C(=C2C(=NC=NC2=CC1)NC1=C(C(=CC=C1)Cl)F)C (E)-4-bromo-N-(4-((3-chloro-2-fluorophenyl)amino)-5-methylquinazolin-6-yl)but-2-enamide